CC1CC(NN=C1C1=CC=C(C=C1)\N=N\NC1=CC=C(C=C1)C=1C(CC(NN1)=O)C)=O (E)-1,3-bis(4-(5-methyl-4,5-dihydropyridazin-3(2H)-one-6-yl)phenyl)triazene